[N+](#[C-])C1=C(C(=C(C(=C1[O-])F)F)F)F.C(=C)C1=C(C=CC=C1)CCC1=C(C=CC=C1)C=C 1,2-bis(vinylphenyl)ethane Isocyanotetrafluorophenolate